NC=1C=C2N=CC(N(C2=CC1Cl)[C@@H](C)C1=C(C=CC(=C1)Cl)Cl)=O 6-amino-7-chloro-1-[(1S)-1-(2,5-dichlorophenyl)ethyl]quinoxalin-2-one